NC1=NC=CC(=C1)C[C@@H]1[C@H](N(C1=O)C(=O)N[C@H](CC)C1=C(C=C(C=C1)C)Cl)C(=O)N(C)C=1N(C=CN1)C (2S,3R)-3-((2-aminopyridin-4-yl)methyl)-N2-(1-methyl-1H-imidazol-2-yl)-N1-((R)-1-(2-chloro-4-methylphenyl)propyl)-N2-methyl-4-oxoazetidine-1,2-dicarboxamide